C1=C(C=CC2=CC=CC=C12)CC(=O)O 2-(2-naphthyl)acetic acid